(1R,3S)-3-(6-chloro-[1,2,4]triazolo[4,3-b]pyridazin-3-yl)cyclohexanamine ClC=1C=CC=2N(N1)C(=NN2)[C@@H]2C[C@@H](CCC2)N